Cyanomethyl 3-Aminosulfonyl-4-phenoxy-5-(1-pyrrolidinyl)benzoate NS(=O)(=O)C=1C=C(C(=O)OCC#N)C=C(C1OC1=CC=CC=C1)N1CCCC1